N-(5,6-dimethoxybenzothiazol-2-yl)-2-cyclopentyl-2-[4-(ethylsulfonyl)phenyl]acetamide COC=1C(=CC2=C(N=C(S2)NC(C(C2=CC=C(C=C2)S(=O)(=O)CC)C2CCCC2)=O)C1)OC